C(C)(=O)C1=CC=C(C=C1)NC(=O)NCCC(=O)O 3-([(4-ACETYLPHENYL)CARBAMOYL]AMINO)PROPANOIC ACID